ClC1=CC=C(C=C1)C=1C=C(C(N(N1)C1=CC(=CC=C1)F)=O)C(=O)N[C@H]1[C@@H](CC1)O 6-(4-chlorophenyl)-2-(3-fluorophenyl)-N-[(1R,2R)-2-hydroxycyclobutyl]-3-oxo-2,3-dihydropyridazine-4-carboxamide